(S)-2-((1-methyl-1H-benzo[d]imidazol-2-yl)amino)-4-((2-(pyridin-2-yloxy)ethyl)(4-(5,6,7,8-tetrahydro-1,8-naphthyridin-2-yl)butyl)amino)butanoic acid CN1C(=NC2=C1C=CC=C2)N[C@H](C(=O)O)CCN(CCCCC2=NC=1NCCCC1C=C2)CCOC2=NC=CC=C2